O=S1(N(CC(N1)=O)C=1C(=C(C=CC1O)C#CCNS(=O)(=O)C)F)=O N-(3-(3-(1,1-dioxido-4-oxo-1,2,5-thiadiazolidin-2-yl)-2-fluoro-4-hydroxyphenyl)prop-2-yn-1-yl)methanesulfonamide